FC(C1=NC2=CC=CC=C2C(=C1)N[C@@H]1C[C@@H](CCC1)NC(=O)C1=CC=C2CCN(CC2=C1)C(=O)OC(C)(C)C)(F)F tert-butyl 7-{[(1R,3S)-3-{[2-(trifluoromethyl)quinolin-4-yl]amino}cyclohexyl]carbamoyl}-1,2,3,4-tetrahydroisoquinoline-2-carboxylate